Cl.C(C1=CC=CC=C1)(=N)N Benzamidin Hydrochlorid